3-((S)-2-oxopiperidin-3-yl)propanoic acid O=C1NCCC[C@H]1CCC(=O)O